3-(4,4,5,5-tetramethyl-1,3,2-dioxaborolan-2-yl)-4H,6H,7H-pyrazolo[3,2-c][1,4]oxazine CC1(OB(OC1(C)C)C=1C=NN2C1COCC2)C